FC1(CN(C[C@@H]1C)C=1C=2N(N=C(C1)C=1C(NC(NC1)=O)=O)C=CN2)F (S)-5-(8-(3,3-difluoro-4-methylpyrrolidin-1-yl)imidazo[1,2-b]pyridazin-6-yl)pyrimidine-2,4(1H,3H)-dione